BrC1=NN(C2=NC(=NC=C21)C=2C(=NC=NC2OC)C2CC2)CC2=CC=C(C=C2)C=2N(C=C(N2)C(F)(F)F)CC 3-bromo-6-(4-cyclopropyl-6-methoxypyrimidin-5-yl)-1-(4-(1-ethyl-4-(trifluoromethyl)-1H-imidazol-2-yl)benzyl)-1H-pyrazolo[3,4-d]pyrimidine